CC1(OB(OC1(C)C)[C@@H]1[C@H](C1)C1=CC=CC=C1)C 4,4,5,5-tetramethyl-2-((1S,2S)-2-phenylcyclopropyl)-1,3,2-dioxaborolane